F[C@@H]1[C@H](CC[C@@H](C1)NCC=1C=2N(C=CC1)C=CN2)NCC2=CC1=C(N(C(N1C)=O)C)C=C2 5-((((1S,2S,4S)-2-Fluoro-4-((imidazo[1,2-a]pyridin-8-ylmethyl)amino)cyclohexyl)amino)methyl)-1,3-dimethyl-1,3-dihydro-2H-benzo[d]imidazol-2-one